BrC1=CC=2C=3N(C(=NC2C(=C1)I)N1CCCCC1)N=CN3 9-bromo-7-iodo-5-(piperidin-1-yl)-[1,2,4]triazolo[1,5-c]quinazoline